ONC(C1=CC=C(C=C1)C=1N=C(SC1)NC1=NC=CC=C1)=O N-hydroxy-4-(2-(Pyridin-2-ylamino)thiazol-4-yl)benzamid